C(C)(C)(C)OC(=O)N1CC(=CC1)C=1C=C(C=CC1)[C@@H]1N(C[C@H](CC1)C)C(=O)OCC1=CC=CC=C1 Benzyl (2R,5S)-2-[3-(1-tert-butoxycarbonyl-2,5-dihydropyrrol-3-yl)phenyl]-5-methyl-piperidine-1-carboxylate